1-((2-(2-ethyl-1H-benzimidazol-1-yl)-9-methyl-6-morpholinyl-9H-purin-8-yl)methyl)-4-cyclobutylformylpiperazin-2-one C(C)C1=NC2=C(N1C1=NC(=C3N=C(N(C3=N1)C)CN1C(CN(CC1)C(=O)C1CCC1)=O)N1CCOCC1)C=CC=C2